BrC1=CC2=C(N=C(S2)C2=C(C=C(C=C2)C=2C=NN(C2)C2OCCCC2)OCOC)S1 4-(4-{5-bromothieno[2,3-d][1,3]thiazol-2-yl}-3-(methoxymethoxy)phenyl)-1-(oxan-2-yl)pyrazole